(1r,4r)-4-amino-N,N-dimethylcyclohexanecarboxamide hydrochloride Cl.NC1CCC(CC1)C(=O)N(C)C